2,3-di-tert-butylcarbazoleterephthalic acid C(C)(C)(C)C1=C(C=2NC3=CC=CC=C3C2C=C1C(C)(C)C)C1=CC(=CC=C1C(=O)O)C(=O)O